N,N'-di-sec-butylbenzenediamine C(C)(CC)NC=1C(=CC=CC1)NC(C)CC